BrC=1C(=C(SC1)NC(CN1C(CCC2=CC=CC=C12)=O)=O)C1=NC=NN1 N-(4-Bromo-3-(1H-1,2,4-triazol-5-yl)thiophen-2-yl)-2-(2-oxo-3,4-dihydroquinolin-1(2H)-yl)acetamide